(S)-4-(4-acryloyl-2-methylpiperazin-1-yl)-7-(2-fluoro-6-hydroxyphenyl)-1-(4-methyl-2-isopropyl-pyridin-3-yl)pyrido[2,3-d]pyrimidin-2(1H)-one C(C=C)(=O)N1C[C@@H](N(CC1)C=1C2=C(N(C(N1)=O)C=1C(=NC=CC1C)C(C)C)N=C(C=C2)C2=C(C=CC=C2O)F)C